C(C)(C)(C)OC([C@H](CC=1SC=C(N1)C=1SC=C(N1)C(=O)OC)NC(=O)OC(C)(C)C)=O methyl (S)-2'-(3-(tert-butoxy)-2-((tert-butoxycarbonyl)amino)-3-oxopropyl)-[2,4'-bithiazole]-4-carboxylate